C1(=CC=CC=C1)C(=CC1=CC=CC=C1)C1=CC=C(OCCN(CC)CC)C=C1 2-(4-(1,2-diphenylvinyl)phenoxy)-N,N-diethyl-ethylamine